FC=1C=C2C[C@@H](OCC2=CC1F)[C@]1(CN(CC1)C(C)(C)C=1C=CC(=NC1)C)CCC=1SC(=CC1)F |o1:12| 5-(2-((R or S)-3-((R)-6,7-difluoro-isochroman-3-yl)-3-(2-(5-fluorothiophen-2-yl)ethyl)pyrrolidin-1-yl)propan-2-yl)-2-methylpyridine